N1=CC=C(C=C1)CNC(NC1=CC=C(C=C1)S(=O)(=O)NCC1=CC(=CC=C1)OC(F)(F)F)=O 4-(3-(pyridin-4-ylmethyl)ureido)-N-(3-(trifluoromethoxy)benzyl)benzenesulfonamide